ClC=1C(=C(C(=C(C1)C(C(=O)O)C)OC(C)C)C=1C=NC(=CC1)C(F)(F)F)F 2-(5-chloro-4-fluoro-2-isopropoxy-3-(6-(trifluoromethyl)pyridin-3-yl)phenyl)propanoic acid